N,N,N-triethylethylenediamine CCNCCN(CC)CC